4-(3-fluoro-4-(piperazin-1-yl)phenyl)thiomorpholine 1-oxide FC=1C=C(C=CC1N1CCNCC1)N1CCS(CC1)=O